(1R,2S,5S)-3-((S)-3,3-dimethyl-2-((4-methylthiazol-2-yl)amino)butanoyl)-6,6-dimethyl-3-azabicyclo[3.1.0]hexane-2-carboxylic acid CC([C@@H](C(=O)N1[C@@H]([C@H]2C([C@H]2C1)(C)C)C(=O)O)NC=1SC=C(N1)C)(C)C